FC1=C(OC2CN(C2)C2=CC=C(C=N2)C=2C=3N(C=C(C2)OCC(C)(C)O)N=CC3C#N)C=CC(=C1)F 4-(6-(3-(2,4-difluorophenoxy)azetidin-1-yl)pyridin-3-yl)-6-(2-hydroxy-2-methylpropoxy)pyrazolo[1,5-a]pyridine-3-carbonitrile